C(=C)C1=NN=C(S1)N1N=C2C=C(C=C(C2=C1)N1CCN(CC1)C(C(C)C)=O)S(=O)(=O)NC1(COC1)CF 2-(5-vinyl-1,3,4-thiadiazol-2-yl)-N-[3-(fluoromethyl)oxetan-3-yl]-4-[4-(2-methylpropanoyl)piperazin-1-yl]indazole-6-sulfonamide